(5-(methylthio)isoquinolin-6-yl)boronic acid CSC1=C2C=CN=CC2=CC=C1B(O)O